octadecyl fluoroundecyl-sulfonate FCCCCCCCCCCCS(=O)(=O)OCCCCCCCCCCCCCCCCCC